BrC=1C(=C(C=C(C1)Br)N)N 3,5-dibromo-1,2-phenylenediamine